dimethyl-(2-naphthyl)sulfonium C[S+](C1=CC2=CC=CC=C2C=C1)C